CN(C=1C=C(C(=O)C=2C=C3C(=CNC3=CC2)C=2CCN(CC2)C(C)C)C=CC1)C 5-(3-dimethylaminobenzoyl)-3-(1-isopropyl-1,2,3,6-tetrahydropyridin-4-yl)-1H-indole